4-(3-(2-(diisopropylamino)ethyl)-4-hydroxy-1H-indole-1-carbonyl)oxazolidin-2-one C(C)(C)N(CCC1=CN(C2=CC=CC(=C12)O)C(=O)C1NC(OC1)=O)C(C)C